5-tert-butyl-4-hydroxyphenyl propionate C(CC)(=O)OC1=CC=C(C(=C1)C(C)(C)C)O